2-cyclopropoxy-8-(4-(difluoromethoxy)phenyl)pteridin-7(8H)-one C1(CC1)OC1=NC=2N(C(C=NC2C=N1)=O)C1=CC=C(C=C1)OC(F)F